BrC1=CC(=CC(=C1)OC(F)(F)F)C(F)F bromo-3-(difluoromethyl)-5-(trifluoromethoxy)-benzene